OC1=C(C=O)C=C(C=C1OC)\C=C\C(=O)N1CCOCC1 (E)-2-hydroxy-3-methoxy-5-(3-morpholino-3-oxoprop-1-en-1-yl)benzaldehyde